C(C)(C)[SiH](C(C)C)C(C)C Triisopropyl-Silane